NC1=C(C=C(C=C1)C(F)(F)F)C=1N=CC(=NC1)C#N 5-(2-Amino-5-(trifluoromethyl)phenyl)pyrazine-2-carbonitrile